O=S1C2=C(C(=C1)C=1N=CSC1)C=CC=C2NC2CCOCC2 1-oxido-7-((tetrahydro-2H-pyran-4-yl)amino)-3-(thiazol-4-yl)benzo[b]thiophen